CC1=C(N=C(O1)C1=CC=CC=C1)CC(=O)NC=1C=C(C=C(C1)C(F)(F)F)NC(=O)[N-]C1=C[N+](=NO1)CC1=NC=CC=C1 ((3-(2-(5-Methyl-2-phenyloxazol-4-yl)acetamido)-5-(trifluoromethyl)phenyl)-carbamoyl)(3-(pyridin-2-ylmethyl)-1,2,3-oxadiazol-3-ium-5-yl)amide